2,2'-azobis[N-(4-aminophenyl)-2-methylpropionamidine] tetrahydrochloride Cl.Cl.Cl.Cl.N(=NC(C(=N)NC1=CC=C(C=C1)N)(C)C)C(C(=N)NC1=CC=C(C=C1)N)(C)C